(-)-p-nitrophenyl-2-amino-1,3-propanediol sulfate S(=O)(=O)(O)O.[N+](=O)([O-])C1=CC=C(C=C1)C(C(CO)N)O